CC(CCO)CCCC(C)(S(=O)(=O)C1=CC=C(C)C=C1)C 3,7-dimethyl-7-(p-toluenesulfonyl)octan-1-ol